2-dimethylamino-1-butanol CN(C(CO)CC)C